C(OC)(OCCCCCCCCCCCCCCI)=O methyl iodotetradecyl carbonate